CC1(OB(OC1(C)C)\C=C\C1=CC=CC=C1)C (e)-4,4,5,5-tetramethyl-2-styryl-1,3,2-dioxaborolane